(S)-N-((4-(6-(6-(Difluoromethyl)imidazo[1,2-b]pyridazin-3-yl)pyrimidin-4-yl)morpholin-2-yl)methyl)-N-methylmethanesulfonamide FC(C=1C=CC=2N(N1)C(=CN2)C2=CC(=NC=N2)N2C[C@H](OCC2)CN(S(=O)(=O)C)C)F